N-(5-((2-(1H-indol-3-yl)-5-(trifluoromethyl)pyrimidin-4-yl)amino)-2-((2-(dimethylamino)ethyl)(methyl)amino)-3-fluorophenyl)acetamide N1C=C(C2=CC=CC=C12)C1=NC=C(C(=N1)NC=1C=C(C(=C(C1)NC(C)=O)N(C)CCN(C)C)F)C(F)(F)F